N-(4-amino-8-methoxy-5,5-dimethyl-6H-benzo[h]quinazolin-7-yl)-2-nitro-benzenesulfonamide NC1=NC=NC=2C3=C(CC(C12)(C)C)C(=C(C=C3)OC)NS(=O)(=O)C3=C(C=CC=C3)[N+](=O)[O-]